CC(C)N1CC=2N=CN=C(C2C1)N 6-(propan-2-yl)-6,7-dihydro-5H-pyrrolo[3,4-d]pyrimidin-4-amine